tert-butyl 5-[(tert-butyldimethylsilyl)oxy]-2-{2-fluoro-6-[(3S)-3-hydroxypiperidin-1-yl]pyridin-3-yl}-1H-indole-1-carboxylate [Si](C)(C)(C(C)(C)C)OC=1C=C2C=C(N(C2=CC1)C(=O)OC(C)(C)C)C=1C(=NC(=CC1)N1C[C@H](CCC1)O)F